5-(1-acetyl-5-phenylpyrazolidin-3-ylidene)-1,3-dicyclohexylbarbituric acid C(C)(=O)N1NC(CC1C1=CC=CC=C1)=C1C(N(C(N(C1=O)C1CCCCC1)=O)C1CCCCC1)=O